phenyl[(naphthobenzofuranyl)phenyl]anthracene-d5 C1(=CC=CC=C1)C=1C(=C2C(=C3C(=C(C(=C(C3=CC2=CC1)[2H])[2H])[2H])[2H])[2H])C1=C(C=CC=C1)C1=COC=2C1=CC=C1C2C=CC2=CC=CC=C21